(E)-N-(4-(1-(6-(4-(5-((2-(2,6-dioxopiperidin-3-yl)-1-oxoisoindolin-5-yl)thio)pentyl)piperazin-1-yl)nicotinoyl)piperidin-4-yl)butyl)-3-(pyridin-3-yl)acrylamide O=C1NC(CCC1N1C(C2=CC=C(C=C2C1)SCCCCCN1CCN(CC1)C1=NC=C(C(=O)N2CCC(CC2)CCCCNC(\C=C\C=2C=NC=CC2)=O)C=C1)=O)=O